C(#N)C1=C(SC2=C1C(=NC=C2F)C=2C1=C(C=3C=NC(=NC3C2F)N2C[C@@H](CC2)CN(C)C)COC1)NC(OC(C)(C)C)=O tert-Butyl (3-cyano-4-(3-((S)-3-((dimethylamino)methyl) pyrrolidin-1-yl)-5-fluoro-7,9-dihydrofuro[3,4-f]quinazolin-6-yl)-7-fluorothieno[3,2-c]pyridin-2-yl)carbamate